CC1C(CCCC1)CN 2-methylcyclohexylmethylamine